ClCOC(N(C(C)C)C(C)(C)C)=O Tert-butyl-(isopropyl)carbamic acid chloromethyl ester